O1[C@@H](CCC1)CN 1-[(2S)-oxacyclopent-2-yl]methylamine